2-[(2R,4S)-4-[(2-{3-[2-(2,6-Difluorophenyl)propan-2-yl]-1,2,4-oxadiazol-5-yl}-6-[(1S)-1-[(2S,4S)-4-fluoro-1-methylpyrrolidin-2-yl]ethoxy]pyrimidin-4-yl)oxy]piperidin-2-yl]acetonitrile FC1=C(C(=CC=C1)F)C(C)(C)C1=NOC(=N1)C1=NC(=CC(=N1)O[C@@H]1C[C@H](NCC1)CC#N)O[C@@H](C)[C@H]1N(C[C@H](C1)F)C